Cl.Cl.FC1(C=2N(CCC1)N=C(C2)NC(C2=CC(=C(C=C2)C)C#CC=2C=NC=C(C2)C2CNCC2)=O)F N-(4,4-difluoro-6,7-dihydro-5H-pyrazolo[1,5-a]pyridin-2-yl)-4-methyl-3-[2-(5-pyrrolidin-3-yl-3-pyridyl)ethynyl]benzamide dihydrochloride